bis-(4-cyanophenyl) carbonate C(OC1=CC=C(C=C1)C#N)(OC1=CC=C(C=C1)C#N)=O